ClC1=CC=C(C=C1)C1=NN(C[C@H]1C1=CC=CC=C1)C(=O)NS(=O)(=O)C1=CC=C(C=C1)C(F)(F)F (R)-3-(4-chlorophenyl)-4-phenyl-N-((4-(trifluoromethyl)phenyl)sulfonyl)-4,5-dihydro-1H-pyrazole-1-carboxamide